FC(C(=O)O)(F)F.FC(C(=O)O)(F)F.NC1=CC=C(C(=N1)C)CNC([C@H](C)NC(=O)[C@@H]1NC[C@H](C1)CC1=CC(=CC=C1)C(=O)N1CCC1)=O (2R,4S)-N-((S)-1-(((6-amino-2-methylpyridin-3-yl)methyl)amino)-1-oxopropan-2-yl)-4-(3-(azetidine-1-carbonyl)benzyl)pyrrolidine-2-carboxamide bis-trifluoroacetate